OC1CN(C1)C(=O)O[C@@H]1CC[C@H](CC1)C(N(C[C@@H]1CC[C@H](CC1)C1=CC(=C(C=C1)OC)C)C1=NC=CC(=C1)C=1C=NN(C1)C(C)C)=O trans-4-((4-(1-Isopropyl-1H-pyrazol-4-yl)pyridin-2-yl)((trans-4-(4-methoxy-3-methylphenyl)cyclohexyl)methyl)carbamoyl)cyclohexyl 3-hydroxyazetidine-1-carboxylate